1-(4-(4-amino-7-cyclopropyl-7H-pyrrolo[2,3-d]pyrimidin-5-yl)-2-fluorophenyl)-3-(4-((2,4-dimethylpiperazin-1-yl)methyl)-3-(trifluoromethyl)phenyl)urea NC=1C2=C(N=CN1)N(C=C2C2=CC(=C(C=C2)NC(=O)NC2=CC(=C(C=C2)CN2C(CN(CC2)C)C)C(F)(F)F)F)C2CC2